CC(C=CC(C)=O)C 5-methyl-3-hexenon